5-fluorobenzonitrile hydrochloride Cl.FC=1C=CC=C(C#N)C1